2-[(trans-4-cyanocyclohexyl)carbonyl]-N-{(1S)-1-cyano-2-[(3S)-2-oxopyrrolidin-3-yl]ethyl}-L-leucinamide C(#N)[C@@H]1CC[C@H](CC1)C(=O)[C@](N)(CC(C)C)C(=O)N[C@@H](C[C@H]1C(NCC1)=O)C#N